(2R)-6-chloro-N-(3-[3-(4-chlorophenyl)-2-oxoimidazolidin-1-yl]bicyclo[1.1.1]pentan-1-yl)-4-oxo-3,4-dihydro-2H-1-benzopyran-2-carboxamide ClC=1C=CC2=C(C(C[C@@H](O2)C(=O)NC23CC(C2)(C3)N3C(N(CC3)C3=CC=C(C=C3)Cl)=O)=O)C1